4-chloro-1-(1-(5-(5-methoxypyridin-3-yl)-2H-tetrazol-2-yl)ethyl)pyridin-2(1H)-one ClC1=CC(N(C=C1)C(C)N1N=C(N=N1)C=1C=NC=C(C1)OC)=O